7-bromo-8-fluoro-6-iodoquinazolin-2,4-diol BrC1=C(C=C2C(=NC(=NC2=C1F)O)O)I